S1C(NC(C1)=O)=O thiazolidine-2,4-Dion